C(C)(C)(C)OC(=O)NC1=C(C=CC=C1)NC(=O)C1=CC=C(C=C1)NC(OCC1=CC=CC=C1)=O benzyl N-[4-({2-[(tert-butoxycarbonyl)amino]phenyl} carbamoyl)phenyl]carbamate